6,7-dihydroxy-1-(4-hydroxybenzyl)-1,2,3,4-tetrahydroisoquinoline OC=1C=C2CCNC(C2=CC1O)CC1=CC=C(C=C1)O